C(=C)(C)C=1OCC(N1)(CCCCCCCCCCCC)C 2-isopropenyl-4-methyl-4-dodecyl-1,3-oxazolin